ClC1=NC(=C2N=CN(C2=N1)C1OCCCC1)NCC1=CC=C(C=C1)C=1C=NC=CC1 2-chloro-N-(4-(pyridin-3-yl)benzyl)-9-(tetrahydro-2H-pyran-2-yl)-9H-purin-6-amine